methyl 2-(((4-methoxy-3,5-dimethylpyridin-2-yl)methyl)thio)-1-octyl-1H-benzo[d]imidazole-5-carboxylate COC1=C(C(=NC=C1C)CSC1=NC2=C(N1CCCCCCCC)C=CC(=C2)C(=O)OC)C